1-(3-bromo-2-methoxyphenyl)-4-methyl-1H-1,2,3-triazole BrC=1C(=C(C=CC1)N1N=NC(=C1)C)OC